Cl.FC(C=1C=NC=CC1OCC1CC2(C1)CCNCC2)(F)F 2-(((3-(trifluoromethyl)pyridin-4-yl)oxy)methyl)-7-azaspiro[3.5]nonane hydrochloride